N-(1-methyl-6-(4-(trifluoromethoxy)phenoxy)-1H-pyrazolo[3,4-d]pyrimidin-4-yl)-5-nitrothiophene-2-carboxamide CN1N=CC=2C1=NC(=NC2NC(=O)C=2SC(=CC2)[N+](=O)[O-])OC2=CC=C(C=C2)OC(F)(F)F